1-[(1S)-1-(2,3-dichloro-4-methoxyphenyl)ethyl]-3-methyl-3-[(4R)-1-methyl-3,3-dimethyl-4-piperidinyl]Urea ClC1=C(C=CC(=C1Cl)OC)[C@H](C)NC(=O)N([C@H]1C(CN(CC1)C)(C)C)C